ClC=1C=C(N)C=C(C1OC=1C=NC(=CC1)OC(C)C)Cl 3,5-Dichloro-4-((6-isopropoxypyridin-3-yl)oxy)aniline